4-chloro-6-(4-(pyridin-2-yloxy)piperidin-1-yl)-6-(2-hydroxy-2-methylpropoxy)pyrazolo[1,5-a]pyridine-3-carbonitrile ClC=1C=2N(CC(C1)(OCC(C)(C)O)N1CCC(CC1)OC1=NC=CC=C1)N=CC2C#N